2,7-di(1-propynyl)-fluorenylmethanol C(#CC)C1=C(C=2CC3=CC(=CC=C3C2C=C1)C#CC)CO